5-fluoro-3,3-dimethyl-1-((1s,3s)-3-methyl-3-(piperidin-1-yl)cyclobutyl)-1,3-dihydro-2H-pyrrolo[3,2-b]pyridin-2-one FC1=CC=C2C(=N1)C(C(N2C2CC(C2)(N2CCCCC2)C)=O)(C)C